C(C)C=1C=C(C(=O)N[C@@H]2CCC3=CC(=CC=C23)C2=NOC(=N2)CC)C=CN1 (R)-2-ethyl-N-(5-(5-ethyl-1,2,4-oxadiazol-3-yl)-2,3-dihydro-1H-inden-1-yl)isonicotinamide